5-bromo-2-(1,2,2-trimethyl-4-piperidyl)-1,3-benzothiazole BrC=1C=CC2=C(N=C(S2)C2CC(N(CC2)C)(C)C)C1